hydroxytin O[Sn]